C(C1=CC=CC=C1)N(S(=O)(=O)C1=CC=C(C(=O)NC=2C=CC3=C(N=C(S3)C)C2)C=C1)C 4-(benzyl-methyl-sulfamoyl)-N-(2-methyl-benzothiazol-5-yl)-benzamide